(1R)-1-(3,3-dimethyl-1-oxo-1,2-thiazepin-2-yl)-1,3-dihydrospiro[indene-2,4'-piperidine]-1'-carboxylic acid tert-butyl ester C(C)(C)(C)OC(=O)N1CCC2(CC1)[C@H](C1=CC=CC=C1C2)N2S(C=CC=CC2(C)C)=O